[N+](=O)([O-])CCC1=CC=CC=C1 p-nitroethylbenzene